C1(=CC=CC=C1)OP(=O)(OC1=CC=CC=C1)[C-]1C=CC=C1.[C-]1(C=CC=C1)P(=O)(OC1=CC=CC=C1)OC1=CC=CC=C1.[Fe+2] 1,1'-bis(diphenylphosphono)ferrocene